3-(2-(3-chloro-1H-indazol-6-yl)-6-(methylcarbamoyl)-1H-benzo[d]imidazol-1-yl)-4,4-dimethylvalerate ClC1=NNC2=CC(=CC=C12)C1=NC2=C(N1C(CC(=O)[O-])C(C)(C)C)C=C(C=C2)C(NC)=O